N[C@@H]1CN(CCC1)C1=CC(=CC=2N(C=3N(C21)C=CN3)C=3SC(=NN3)C(F)F)S(=O)(=O)NC3(CC3)C (S)-5-(3-aminopiperidin-1-yl)-9-(5-(difluoromethyl)-1,3,4-thiadiazol-2-yl)-N-(1-methylcyclopropyl)-9H-benzo[d]imidazo[1,2-a]imidazole-7-sulfonamide